1-tetrahydropyran-2-ylpyrazol-3-carbaldehyde O1C(CCCC1)N1N=C(C=C1)C=O